C(CC(O)(C(=O)O)CC(=O)O)(=O)O.CC(COC1=NC=CC=C1C)(C)NC(=O)C1[C@H]2CNC[C@@H]12 (1R,5S,6r)-N-(2-Methyl-1-((3-methylpyridin-2-yl)oxy)propan-2-yl)-3-azabicyclo[3.1.0]hexane-6-carboxamide citrate